NC1=NC2=CC(=CC(=C2C=C1Cl)F)OCC=1[C@H]([C@H]([C@@H](C1C)N1C=CC2=C1N=CN=C2N)O)O (1s,2r,5r)-3-(((2-amino-3-chloro-5-fluoroquinolin-7-yl)oxy)methyl)-5-(4-amino-7H-pyrrolo[2,3-d]pyrimidin-7-yl)-4-methylcyclopent-3-ene-1,2-diol